C(C)N1N=C(C=C1)C=1C=C(C=C(C1)C=1C=NN(C1)C)[C@@H](C)NC(C1=C(C=CC(=C1)OC[C@H]1N(CCC1)C)C)=O N-((R)-1-(3-(1-ethyl-1H-pyrazol-3-yl)-5-(1-methyl-1H-pyrazol-4-yl)phenyl)ethyl)-2-methyl-5-(((S)-1-methylpyrrolidin-2-yl)methoxy)benzamide